N1C=CC2=C(C=CC=C12)NC(=O)NC1=CC(=C(C=C1)OC1=CC=CC=C1)C 1-(1H-indol-4-yl)-3-(3-methyl-4-phenoxyphenyl)urea